CC1=C(SC=[N+]1CC2=C[NH+]=C(N=C2N)C)CCO.O.O.[Cl-].[Cl-] The molecule is a hydrate that is the dihydrate form of thiamine hydrochloride. It has a role as a B vitamin. It contains a thiamine hydrochloride.